C(C)(=O)N1CC(CC1)(OC)C=1C(N(C2=NC=CC(=C2C1)N[C@H](C)C1=C(C(=CC=C1)C(F)F)F)C)=O 3-(1-acetyl-3-methoxypyrrolidin-3-yl)-5-(((R)-1-(3-(difluoromethyl)-2-fluorophenyl)ethyl)amino)-1-methyl-1,8-naphthyridin-2(1H)-one